C(C)(C)C1=C(C=CC=C1)C1N(C(CN(C1)CCC1=CC=C(C=C1)OC)=O)C1CC2(C1)CCN(CC2)C(=O)OC(C)(C)C tert-butyl 2-(2-(2-isopropylphenyl)-4-(4-methoxyphenethyl)-6-oxopiperazin-1-yl)-7-azaspiro[3.5]nonane-7-carboxylate